C(S)S Methanedithiol